ethyl 1-{2-[(tert-butoxycarbonyl)amino]ethyl}-7-chloropyrrolo[2,3-c]pyridine-2-carboxylate C(C)(C)(C)OC(=O)NCCN1C(=CC=2C1=C(N=CC2)Cl)C(=O)OCC